(S)-N-(5-chloro-6-(4-methyl-2H-1,2,3-triazol-2-yl)pyridin-3-yl)-N'-(8-(1-methoxyethyl)-2-methylimidazo[1,2-b]pyridazin-7-yl)urea ClC=1C=C(C=NC1N1N=CC(=N1)C)NC(=O)NC1=C(C=2N(N=C1)C=C(N2)C)[C@H](C)OC